(E)-N,2-dimethylpropan-2-en-1-imine C/N=C/C(=C)C